CN(C1=CC=C(C=N1)NC=1C=NC(=NC1)N(CC)CC)C N5-[6-(dimethylamino)-3-pyridinyl]-N2,N2-diethyl-2,5-Pyrimidinediamine